OCCOCCOCCOCCOCCOCCOC(CCCCCCCCCCCCCCCCC)=O 17-hydroxy-3,6,9,12,15-pentaoxaheptadec-1-yl-octadecanoate